1-(cyanomethyl)-N-(1-methylcyclopropyl)-3-(3-methyl-1,2,4-thiadiazol-5-yl)-2-oxo-benzoimidazole-5-sulfonamide C(#N)CN1C(N(C2=C1C=CC(=C2)S(=O)(=O)NC2(CC2)C)C2=NC(=NS2)C)=O